6-bromo-N-(4-fluoro-5-(2-morpholinoethyl)-2-(piperidin-1-yl)phenyl)picolinamide BrC1=CC=CC(=N1)C(=O)NC1=C(C=C(C(=C1)CCN1CCOCC1)F)N1CCCCC1